OC(CN1CCCC1)COC 1-(2-hydroxy-3-methoxypropyl)-pyrrolidine